(7-(benzo[d]isothiazole-3-carboxamido)-2-(4-methoxybenzyl)-3-oxo-1-(o-tolyl)isoindolin-5-yl)methyl methanesulfonate CS(=O)(=O)OCC=1C=C2C(N(C(C2=C(C1)NC(=O)C1=NSC2=C1C=CC=C2)C2=C(C=CC=C2)C)CC2=CC=C(C=C2)OC)=O